FC1CN(CCC1NC=1C=2N(C=C(C1)I)C(=CN2)CC(F)(F)F)C N-(3-fluoro-1-methylpiperidin-4-yl)-6-iodo-3-(2,2,2-trifluoroethyl)imidazo[1,2-a]pyridin-8-amine